C1(=CC=C(C=C1)C(=O)C1=CC(=C(OCCOC=2C=C3C=NN(C3=CC2)C(C(=O)OCC)OCC)C=C1)CCC)C1=CC=CC=C1 ethyl 2-(5-(2-(4-([1,1'-biphenyl]-4-carbonyl)-2-propylphenoxy)ethoxy)-1H-indazol-1-yl)-2-ethoxyacetate